3-(4-(4,4,5,5-tetramethyl-1,3-dioxolan-2-yl)-1H-pyrazol-1-yl)propionitrile CC1(OC(OC1(C)C)C=1C=NN(C1)CCC#N)C